2-[(1R,5S)-3-azabicyclo[3.1.0]hexan-3-yl]-8-(2-chlorophenyl)-9-(4-chlorophenyl)-6-[4-(trifluoromethyl)-1-piperidyl]purine [C@@H]12CN(C[C@H]2C1)C1=NC(=C2N=C(N(C2=N1)C1=CC=C(C=C1)Cl)C1=C(C=CC=C1)Cl)N1CCC(CC1)C(F)(F)F